ClC1=C(C(=CC(=C1)NC1CN(C1)CCCF)Cl)[C@H]1N([C@@H](CC2=C3C(=CC=C12)NN=C3)C)CC(CO)(F)F 3-((6S,8R)-6-(2,6-dichloro-4-((1-(3-fluoropropyl)azetidin-3-yl)amino)phenyl)-8-Methyl-3,6,8,9-tetrahydro-7H-pyrazolo[4,3-f]isoquinolin-7-yl)-2,2-difluoropropan-1-ol